C(C)N(C(C1=CC=C(C=C1)C1=CC(=C2C(=N1)C=CS2)NCCCN2CC1NC(OC1C2)=O)=O)CC N,N-diethyl-4-(7-((3-(2-oxohexahydro-5H-pyrrolo[3,4-d]oxazol-5-yl)propyl)amino)thieno[3,2-b]pyridin-5-yl)benzamide